C(C)N=S(C(F)(F)F)(=O)C=1C=CC2=C(N=C(O2)C2=NC=C(C=C2S(=O)(=O)CC)C2=NC=CC(=N2)C(F)(F)F)C1 Ethylimino-[2-[3-ethylsulfonyl-5-[4-(trifluoromethyl)pyrimidin-2-yl]-2-pyridyl]-1,3-benzoxazol-5-yl]oxo(trifluoromethyl)-λ6-sulfan